5-[1-(4-chlorophenyl)pyrazol-3-yl]oxy-2-methoxyimino-N,3-dimethylpent-3-enamine ClC1=CC=C(C=C1)N1N=C(C=C1)OCC=C(C(CNC)=NOC)C